4-(6-fluoro-3-(2-methylpyridin-4-yl)-1-(tetrahydro-2H-pyran-2-yl)-1H-indazol-5-yl)pyridin-2(1H)-one FC1=C(C=C2C(=NN(C2=C1)C1OCCCC1)C1=CC(=NC=C1)C)C1=CC(NC=C1)=O